Cl.Cl.NC1CCN(CC1)CC=1C=C(C=C(C1)C=1C(=NOC1C)C)O 3-((4-aminopiperidin-1-yl)methyl)-5-(3,5-dimethylisoxazol-4-yl)phenol dihydrochloride